(1R,2S,3R,5R)-3-(4-amino-5-(4-benzylthiazol-2-yl)-2-chloro-7H-pyrrolo[2,3-d]pyrimidin-7-yl)-5-(1-(((S)-tetrahydrofuran-3-yl)methyl)piperidin-4-yl)cyclopentane NC=1C2=C(N=C(N1)Cl)N(C=C2C=2SC=C(N2)CC2=CC=CC=C2)[C@@H]2CC[C@H](C2)C2CCN(CC2)C[C@H]2COCC2